BrC1=CC=2C(C3=CC=CC=C3C2C=C1)=O 2-bromofluoren-9-one